O=C([C@H](CC1=CC=CC=C1)NC(OCC1=CC(=CC=C1)Cl)=O)N[C@H](C=O)CC1C(NCC1)=O 3-chlorobenzyl ((2S)-1-oxo-1-(((2S)-1-oxo-3-(2-oxopyrrolidin-3-yl)propan-2-yl)amino)-3-phenylpropan-2-yl)carbamate